C1(CC1)C=1OC=C(N1)C=1C=C(C=CC1)N(C(=O)[C@@H]1CC[C@H](CC1)NC(CO)=O)C[C@@H]1CC[C@H](CC1)C1=CC(=C(C=C1)OC)C trans-N-(3-(2-Cyclopropyloxazol-4-yl)phenyl)-4-(2-hydroxyacetamido)-N-((trans-4-(4-methoxy-3-methylphenyl)cyclohexyl)methyl)-cyclohexanecarboxamide